1-(5-bromo-3-fluoropyridin-2-yl)-3-(3-methoxycyclobutyl)-4-(4-(trifluoromethyl)benzyl)piperazine-2,5-dione BrC=1C=C(C(=NC1)N1C(C(N(C(C1)=O)CC1=CC=C(C=C1)C(F)(F)F)C1CC(C1)OC)=O)F